dopamine tris-HCl Cl.Cl.Cl.NCCC1=CC(O)=C(O)C=C1